C(C1=CC=CC=C1)OC1=C(C(=O)N2CC3=CC=CC(=C3C2)NC2=CC(NC=C2C)=O)C(=CC(=C1)O)O 4-((2-(2-(benzyloxy)-4,6-dihydroxybenzoyl)isoindolin-4-yl)amino)-5-methylpyridin-2(1H)-one